(3S,4S)-8-{7-[(2-amino-3-chloropyridin-4-yl)sulfonyl]-6-methylpyrazolo[1,5-a]pyrazin-4-yl}-3-methyl-2-oxa-8-azaspiro[4.5]decan-4-amine NC1=NC=CC(=C1Cl)S(=O)(=O)C1=C(N=C(C=2N1N=CC2)N2CCC1([C@@H]([C@@H](OC1)C)N)CC2)C